CN1C(=O)N(C(=O)C(C1=O)C1=CC=CC=C1)C 1,3-dimethyl-5-Phenylbarbituric acid